2-chloropropylphosphate ClC(COP(=O)([O-])[O-])C